COC(=O)C=1N(C=CC1)C=1NC=C(N1)C(F)(F)F (4-(trifluoromethyl)-1H-imidazol-2-yl)-1H-pyrrole-2-carboxylic acid methyl ester